8,8'-(((1S,2S)-2-(hydroxymethyl)-cyclopropyl)azane-diyl)bis(N,N-didec-yloctanamide) OC[C@@H]1[C@H](C1)N(CCCCCCCC(=O)N(CCCCCCCCCC)CCCCCCCCCC)CCCCCCCC(=O)N(CCCCCCCCCC)CCCCCCCCCC